C1=2C=C(C=CC2CC1)[C@H]([C@H]1O[C@H]([C@@H]([C@@H]1O)O)N1C2=NC=NC(=C2N=C1)C)O (2R,3S,4R,5R)-2-((R)-bicyclo[4.2.0]octa-1(6),2,4-trien-3-yl(hydroxy)methyl)-5-(6-methyl-9H-purin-9-yl)tetrahydrofuran-3,4-diol